[N+](=O)([O-])C1=CC=C(C=C1)OS(N[C@@H](C(C)C1=C(C(=CC=C1F)C)C)C1=NNC(O1)=O)(=O)=O (4-nitrophenyl)N-[(1S)-2-(6-fluoro-2,3-dimethyl-phenyl)-1-(2-oxo-3H-1,3,4-oxadiazol-5-yl) propyl]sulfamate